4-amino-1-(4-C-azido-2-deoxy-2-fluoro-BETA-D-arabinofuranosyl)-2(1H)-pyrimidinone C1=CN(C(=O)N=C1N)[C@H]2[C@H]([C@@H]([C@](O2)(CO)N=[N+]=N)O)F